C(C)N1C(=NC=2C1=NC(=CN2)N2CC1(CN(C1)C1=CC(=NC=C1)C(F)(F)F)CC2)C2=CC=CC=C2 1-ethyl-2-phenyl-6-(2-(2-(trifluoromethyl)pyridin-4-yl)-2,6-diazaspiro[3.4]octan-6-yl)-1H-imidazo[4,5-b]pyrazine